2,2-difluoroethyl (4-cyclopropyl-3-((3,3-difluorocyclobutyl)methyl)-1-methyl-1H-pyrazol-5-yl)carbamate C1(CC1)C=1C(=NN(C1NC(OCC(F)F)=O)C)CC1CC(C1)(F)F